dinaphthyl-pinacol borate B(O)(O)O.C1(=CC=CC2=CC=CC=C12)C(C(O)(C)C(C)(C)O)C1=CC=CC2=CC=CC=C12